BrC1=C(C=CC=C1)C1=NC=CC(=C1)C1=CN=CN1C1=CC=C(C=C1)F 2-(2-bromophenyl)-4-(4-fluorophenyl-1H-imidazol-5-yl)pyridine